dihydroxyethyl-itaconamide tert-butyl-3-(4-bromo-5-methylpyrazol-1-yl)azetidine-1-carboxylate C(C)(C)(C)OC(=O)N1CC(C1)N1N=CC(=C1C)Br.OC(CC=C(C(=O)N)CC(=O)N)O